C(C)(C)(C)N1CCCCC1 tert-butyl-1,3,4,5-tetrahydro-2H-pyridine